2-(4-((2S,5R)-4-((4-chlorophenyl)(3,3-difluorocyclobutyl)methyl)-2,5-dimethylpiperazin-1-yl)-1H-[1,2,4]triazolo[3,4-b]purin-1-yl)-N,N-dimethylethan-1-amine ClC1=CC=C(C=C1)C(N1C[C@@H](N(C[C@H]1C)C=1C=2N=CN(C2N2C(N1)=NN=C2)CCN(C)C)C)C2CC(C2)(F)F